3-(hexadecyloxy)-1-propanol C(CCCCCCCCCCCCCCC)OCCCO